C(C)OC(=O)C1=CC2=C(N(C=N2)C2CCOCC2)C=C1 1-(tetrahydro-2H-pyran-4-yl)-1H-benzo[d]imidazole-5-carboxylic acid ethyl ester